CC(=C)C=CC 2-Methyl-pentadien